1-dodecyl-3,4-dibutylimidazole C(CCCCCCCCCCC)N1CN(C(=C1)CCCC)CCCC